4-[(4-FORMYL-3-HYDROXYPHENOXY)METHYL]BENZENECARBOXYLIC ACID C(=O)C1=C(C=C(OCC2=CC=C(C=C2)C(=O)O)C=C1)O